[I-].C(C)(C)(C)OC(=O)NCC1=[N+](C2=C(N1CC)C=C(C=C2)C(F)(F)F)C ({[(tert-butoxy)carbonyl]amino}methyl)-1-ethyl-3-methyl-6-(trifluoromethyl)-1H-1,3-benzodiazol-3-ium iodide